C1(CCC(CC1)C(C)C)C para-menthan